C=1(C(=CC=CC1C(=O)[O-])C(=O)[O-])C=1C(=CC=CC1C(=O)[O-])C(=O)[O-] 1,1'-biphenyl-2,2',6,6'-tetracarboxylate